COC=1N=C2C(=CC=NC2=CC1OC)OC1=C(C=C(C=C1)NC(=O)C=1C(N(C(=C(C1)C(=C)OCC)C)C1=NC=C(C=C1)F)=O)F N-(4-((6,7-Dimethoxy-1,5-naphthyridin-4-yl)oxy)-3-fluorophenyl)-5-(1-ethoxyvinyl)-5'-fluoro-6-methyl-2-oxo-2H-[1,2'-bipyridine]-3-carboxamide